methyl 4-(2-bromoethoxy)benzoate BrCCOC1=CC=C(C(=O)OC)C=C1